(1H-benzimidazol-5-yl)Boric acid N1C=NC2=C1C=CC(=C2)OB(O)O